trichloro(3-vinylphenyl)silane Cl[Si](C1=CC(=CC=C1)C=C)(Cl)Cl